CN(CCCCN1N=CC=C(C1=O)C1=CC=CC=C1)CC1CCOCC1 2-(4-(Methyl((tetrahydro-2H-pyran-4-yl)methyl)amino)butyl)-4-phenylpyridazin-3(2H)-on